tert-butyl (R)-3-((4-(2-azidopropan-2-yl)-6-((7,7,8-trimethyl-5-oxo-7,8-dihydro-5H-pyrano[4,3-b]pyridin-2-yl)amino)-2,7-naphthyridin-1-yl)oxy)azetidine-1-carboxylate N(=[N+]=[N-])C(C)(C)C1=CN=C(C2=CN=C(C=C12)NC1=CC=C2C(=N1)[C@H](C(OC2=O)(C)C)C)OC2CN(C2)C(=O)OC(C)(C)C